(tert-butyl)-2-formylphenyl trifluoromethanesulfonate FC(S(=O)(=O)OC1=C(C(=CC=C1)C(C)(C)C)C=O)(F)F